rac-6-Cyclopropoxy-2-((1S,2S)-2-methyl-4-oxocyclohexyl)-N-(pyrazolo[1,5-a]pyrimidin-3-yl)-2H-indazole-5-carboxamide C1(CC1)OC=1C(=CC2=CN(N=C2C1)[C@@H]1[C@H](CC(CC1)=O)C)C(=O)NC=1C=NN2C1N=CC=C2 |r|